3-(6-Azaspiro[2.5]octan-6-yl)-5-(S-cyclopropylsulfonimidoyl)-N-(2-(4,4-difluoro-1-piperidinyl)-6-methyl-4-pyrimidinyl)-2-pyridinecarboxamide C1CC12CCN(CC2)C=2C(=NC=C(C2)S(=O)(=N)C2CC2)C(=O)NC2=NC(=NC(=C2)C)N2CCC(CC2)(F)F